C(C)(=O)O[C@@H]1[C@H]([C@H](OCC(=O)O)O[C@@H]([C@H]1OC(C)=O)COC(C)=O)O Carboxymethyl 3,4,6-Tri-O-acetyl-r-D-glucopyranoside